trans-N-[(1R,3s)-3-aminocyclopentyl]-4-[[2-[4-[4-[(4R)-4-amino-2-oxo-pyrrolidin-1-yl]phenyl]sulfonylpiperazin-1-yl]-6-chloro-4-pyridinyl]-difluoro-methyl]cyclohexanecarboxamide N[C@@H]1C[C@@H](CC1)NC(=O)[C@@H]1CC[C@H](CC1)C(F)(F)C1=CC(=NC(=C1)Cl)N1CCN(CC1)S(=O)(=O)C1=CC=C(C=C1)N1C(C[C@H](C1)N)=O